3-cyano-4-[(cyclopropylmethyl)amino]benzoic acid C(#N)C=1C=C(C(=O)O)C=CC1NCC1CC1